C(C)(C)(C)C1=CC=C(CNC2=CC=C(C=C2)CC(=O)N)C=C1 2-(4-((4-(tert-butyl)benzyl)amino)phenyl)acetamide